O1[C@@H]2[C@H](N(CC1)C1=CC=C(N=N1)C1=C(C=C(C=C1C)Cl)O)CNCC2 2-[6-[(4aR,8aS)-2,3,4a,5,6,7,8,8a-octahydropyrido[4,3-b][1,4]oxazin-4-yl]pyridazin-3-yl]-5-chloro-3-methyl-phenol